N-((1R,6S)-6-((1-cyclopentylpiperidin-4-yl)oxy)-2,2-difluorocyclohexyl)-2-(2,3',5'-trifluoro-[1,1'-biphenyl]-3-yl)acetamide C1(CCCC1)N1CCC(CC1)O[C@H]1CCCC([C@@H]1NC(CC=1C(=C(C=CC1)C1=CC(=CC(=C1)F)F)F)=O)(F)F